OCCOC(=O)OC(C)OC(=O)[C@H]1[C@@H](N(C[C@@H]1C1=CC2=C(OCO2)C=C1)CC(=O)N(CCCC)CCCC)C1=CC=C(C=C1)OC 1-(((2-hydroxyethoxy)carbonyl)oxy)ethyl-(2R,3R,4S)-4-(benzo[d][1,3]dioxolane-5-yl)-1-[2-(dibutylamino)-2-oxoethyl]-2-(4-methoxyphenyl)pyrrolidine-3-carboxylate